FC(C1=NC(=NO1)C1=C(C(=O)O)C=CC=C1)(F)F (5-(trifluoromethyl)-1,2,4-oxadiazol-3-yl)benzoic acid